tert-Butyl (5R,6S)-5-(aminomethyl)-2,2-difluoro-6-methylmorpholine-4-carboxylate NC[C@@H]1[C@@H](OC(CN1C(=O)OC(C)(C)C)(F)F)C